C(C1=CC=CC=C1)OC=1C=C(C=CC1OCC1=CC=CC=C1)C(CC(=O)OCC1=CC=CC=C1)=O benzyl 3-(3,4-bis(benzyloxy) phenyl)-3-oxopropionate